(p-tolyl)aniline C1(=CC=C(C=C1)NC1=CC=CC=C1)C